CC1=CC(=NC=C1C(C(F)(F)F)(F)F)N 4-methyl-5-(perfluoroethyl)pyridin-2-amine